2-fluoro-N-methylethan-1-amine HCl salt Cl.FCCNC